methyl-(Urea) CNC(=O)N